C1=CC=C(C=C1)[C@H](C(=O)[O-])NC(=O)N The molecule is a monocarboxylic acid anion resulting from the deprotonation of the carboxy group of N-carbamoyl-D-phenylglycine. The major microspecies species at pH 7.3. It derives from a D-alpha-phenylglycine. It is a conjugate base of a N-carbamoyl-D-phenylglycine.